tert-butyl (2S,4S)-2-(cyanomethyl)-4-(4-(3-(dimethylamino)azetidin-1-yl)-6,7,8,9-tetrahydro-1H-imidazo[4,5-c][1,7]naphthyridin-1-yl)piperidine-1-carboxylate C(#N)C[C@H]1N(CC[C@@H](C1)N1C=NC=2C(=NC=3CNCCC3C21)N2CC(C2)N(C)C)C(=O)OC(C)(C)C